N-(3-methoxy-4-methylphenyl)cyclohexane-1-carboxamide COC=1C=C(C=CC1C)NC(=O)C1CCCCC1